COC(=O)[C@H]1O[C@]([C@H]([C@H]1C1=C(C(=C(C=C1)F)F)O)C)(C(F)(F)F)C |r| rac-(2s,3s,4s,5r)-3-(3,4-difluoro-2-hydroxyphenyl)-4,5-dimethyl-5-(trifluoromethyl)tetrahydrofuran-2-carboxylic acid methyl ester